FC1C(OC(C1)N1C(NC(C(=C1)C)=O)=O)COP(O)(O)=O phosphoric acid mono-[3-fluoro-5-(5-methyl-2,4-dioxo-3,4-dihydro-2h-pyrimidin-1-yl)-tetrahydro-furan-2-ylmethyl] ester